C1(CC1)N1N=CC(=C1)C1=NNC2=CN=C(C=C21)C2=C(C=C(C=C2C)N(C)CC)F (4-(3-(1-cyclopropyl-1H-pyrazol-4-yl)-1H-pyrazolo[3,4-c]pyridin-5-yl)-3-fluoro-5-methylphenyl)-N-methylethylamine